3-methyl-4-((3-methyl-3H-[1,2,3]triazolo[4,5-c]pyridin-6-yl)oxy)aniline CC=1C=C(N)C=CC1OC1=CC2=C(C=N1)N(N=N2)C